2-Amino-3-cyano-6-methyl-6,7-dihydrothieno[3,2-c]pyridine-5(4H)-carboxylate NC1=C(C=2CN(C(CC2S1)C)C(=O)[O-])C#N